C(C)C=1C=C2C=C(C(NC2=CC1)=O)C(=O)O 6-ethyl-2-oxo-1,2-dihydroquinoline-3-carboxylic acid